12-acetamido-dodecanoic acid C(C)(=O)NCCCCCCCCCCCC(=O)O